α-Cyano-4-hydroxycinnamic acid butylamine salt C(CCC)N.C(#N)C(C(=O)O)=CC1=CC=C(C=C1)O